Oxydiethylene bis(3,4-epoxycyclohexanecarboxylate) C1(CC2C(CC1)O2)C(=O)OCCOCCOC(=O)C2CC1C(CC2)O1